NC1=NC(=CC2=CC(=NC=C12)NC(=O)[C@H]1[C@@H](C1)C=1C=NN(C1)C)C=1C(=CC(=NC1)C(=O)NC)C |r| (±)-5-(1-amino-6-((trans)-2-(1-methyl-1H-pyrazol-4-yl)cyclopropane-1-carboxamido)-2,7-naphthyridin-3-yl)-N,4-dimethylpyridinamide